C\C(=C/C)\CC\C=C(\CCC1=C(CCCC1(C)C)C)/C (2E,6E)-3,7-dimethyl-9-(2,6,6-trimethylcyclohex-1-en-1-yl)non-2,6-dien